dibromo Phosphate P(=O)(OBr)(OBr)[O-]